ClC=1C=C(C=CC1C#N)N1C[C@H](N(C[C@@H]1C)C(=O)NC=1C=NC(=CC1)N1CCN(CC1)C=1C=C2C(N(C(C2=CC1)=O)C1C(NC(CC1)=O)=O)=O)C (2R,5S)-4-(3-chloro-4-cyanophenyl)-N-(6-(4-(2-(2,6-dioxopiperidin-3-yl)-1,3-dioxoisoindolin-5-yl)piperazin-1-yl)pyridin-3-yl)-2,5-dimethylpiperazine-1-carboxamide